(6S)-6-[2-Chloro-3-(pyridin-4-yl)-phenyl]-2-imino-6-methyl-3-[(2S,4S)-2-methyltetrahydropyran-4-yl]hexahydropyrimidin-4-one trifluoroacetic acid salt FC(C(=O)O)(F)F.ClC1=C(C=CC=C1C1=CC=NC=C1)[C@@]1(CC(N(C(N1)=N)[C@@H]1C[C@@H](OCC1)C)=O)C